[Li].ON(C(C(=O)O)(C)CC)O N,N-dihydroxyethyl-2-aminopropionic acid lithium